C(CCCCCCCCCCC)(=O)NCCC[N+](C)(C)CC(=O)[O-] {[3-(dodecanoylamino)propyl]-(dimethyl)ammonio}acetate